(R)-6-((4-Hydroxy-1-(3-phenylbutanoyl)piperidin-4-yl)methyl)-3-(3-hydroxy-3-methylbut-1-yn-1-yl)-2-methyl-2H-pyrazolo[4,3-d]pyrimidin-7(6H)-one OC1(CCN(CC1)C(C[C@@H](C)C1=CC=CC=C1)=O)CN1C=NC=2C(C1=O)=NN(C2C#CC(C)(C)O)C